CN1CC(C(CC1)C=1SC2=C(N1)C=C(C=C2)C=2CC[C@@H](CN2)C)C 2-(1,3-dimethyl-4-piperidyl)-5-[(3S)-3-methyl-2,3,4,5-tetrahydropyridin-6-yl]-1,3-benzothiazole